6-(cyclopropylmethoxy)-5-(3-fluoro-3-methylazetidin-1-yl)picolinic acid C1(CC1)COC1=C(C=CC(=N1)C(=O)O)N1CC(C1)(C)F